CNC=1C=C(OCC2=NNC(N2)=O)C=CC1 3-[(3-methylaminophenoxy)methyl]-1H-1,2,4-triazol-5(4H)-one